2,2'-Thiodiethylenebis(3-(3,5-di-t-butyl-4-hydroxyphenyl) propionate) S(CCC(C(=O)[O-])CC1=CC(=C(C(=C1)C(C)(C)C)O)C(C)(C)C)CCC(C(=O)[O-])CC1=CC(=C(C(=C1)C(C)(C)C)O)C(C)(C)C